Methyl (E)-3-(dimethylamino)-2-(6-methoxypyridin-3-yl)acrylate CN(/C=C(/C(=O)OC)\C=1C=NC(=CC1)OC)C